N1(CCCCC1)NC(=O)C1=NN(C(=C1CC)C1=CC=C(C=C1)C#CCCC#N)C1=C(C=C(C=C1)Cl)Cl 5-[4-(4-Cyano-but-1-ynyl)-phenyl]-1-(2,4-dichloro-phenyl)-4-ethyl-1H-pyrazole-3-carboxylic acid piperidin-1-ylamide